ClC=1C=C(C=CC1F)NC(N(C=1C=NC(=NC1)OC)CC1=NNC(=C1)C(F)F)=O (3-Chloro-4-fluorophenyl)-1-((5-(difluoromethyl)-1H-pyrazol-3-yl)methyl)-1-(2-methoxypyrimidin-5-yl)urea